C1(CC1)C=1OC(=NN1)C(=C)OCC 2-cyclopropyl-5-(1-ethoxyvinyl)-1,3,4-oxadiazole